CC1=CC=C(CNC2=NC(=NC=C2C(=O)N)NC=2C=NN(C2)C)C=C1 4-[(4-methyl-benzyl)amino]-2-[(1-methyl-1H-pyrazol-4-yl)amino]pyrimidin-5-carboxamide